C1(CC1)NC1=NC2=C(C(N(C=C2C=C1)C1=CC2=CN(N=C2C=C1)C)=O)C1=CC=C(C=C1)OC(F)F 2-(cyclopropylamino)-8-(4-(difluoromethoxy)phenyl)-6-(2-methyl-2H-indazol-5-yl)-1,6-naphthyridin-7(6H)-one